(S)-4-(2-Fluoro-4-((3-methyl-5-(trifluoromethyl)-1H-pyrazol-4-yl)carbamoyl)-5-((1,1,1-trifluoropropan-2-yl)oxy)phenyl)-1-methyl-1H-imidazole-2-carboxamide FC1=C(C=C(C(=C1)C(NC=1C(=NNC1C(F)(F)F)C)=O)O[C@H](C(F)(F)F)C)C=1N=C(N(C1)C)C(=O)N